OC=1C=CC(=C2C=CC(NC12)=O)C(CNCCC1=CC=C(C=C1)NC=1C=C(C(=CC1)OC)C1=CC=CC=C1)O 8-Hydroxy-5-(1-hydroxy-2-{2-[4-(6-methoxy-biphenyl-3-ylamino)-phenyl]-eth-ylamino}-ethyl)-1H-quinolin-2-one